tert-butyl 4-[7-[(8-fluoro-7-methoxy-2-methylimidazo[1,2-a]pyridin-6-yl)carbamoyl]-1-tetrahydropyran-2-yl-pyrazolo[3,4-c]pyridin-4-yl]piperazine-1-carboxylate FC=1C=2N(C=C(C1OC)NC(=O)C=1N=CC(=C3C1N(N=C3)C3OCCCC3)N3CCN(CC3)C(=O)OC(C)(C)C)C=C(N2)C